C(C)(C)(C)[S@@](=O)N1CC=2C(=NC(=CC2C1)C(=O)OCC)C1=CC(=CC=C1)C=1C=NC=CC1 Ethyl (R)-2-(tert-butylsulfinyl)-4-(3-(pyridin-3-yl)phenyl)-2,3-dihydro-1H-pyrrolo[3,4-c]pyridine-6-carboxylate